C(CCCCCCCCCCCCCCC(C)C)(=O)OCCCCCCCCCC decyl isostearate